(±)-Ethyl-3-(6-(benzylthio)-9H-purin-9-yl)-4-hydroxytetrahydrothiophene-3-carboxylate C(C)OC(=O)C1(CSCC1O)N1C2=NC=NC(=C2N=C1)SCC1=CC=CC=C1